C1C2(CN3CCCC13CO)CC2 (dihydro-1'H,3'H-spiro[cyclopropan-1,2'-pyrrolizin]-7a'(5'H)-yl)methanol